FC1=C(C(=CC=C1)F)[C@@H](C)OC1=CC(=CC=2N1C(=CN2)C#N)C=2N=NN(C2C)C2CCNCC2 5-[(1R)-1-(2,6-Difluorophenyl)ethoxy]-7-[5-methyl-1-(4-piperidyl)triazol-4-yl]imidazo[1,2-a]pyridine-3-carbonitrile